O1C(CCCC1)N1N=CC=C1C1=CC=C2C=CC=NC2=C1C#N 7-[1-(3,4,5,6-tetrahydro-2H-pyran-2-yl)pyrazol-5-yl]Quinoline-8-carbonitrile